C(CCCC)C1=NN=NN1CC1=CC=C(C=C1)C=C 5-pentyl-1-(4-vinylbenzyl)-1H-tetrazole